3-bromo-2-fluorobenzoic acid BrC=1C(=C(C(=O)O)C=CC1)F